NCC1C2=CC=CC=C2OC=2C=CC=C(C12)CCO 2-(9-(Aminomethyl)-9H-xanthen-1-yl)ethan-1-ol